C1(CC1)CN1C2=NC=NC(=C2N=C1)OC1=CC=C(C=C1)NC(=S)NC(=O)C1=CC=CC2=CC=CC=C12 N-((4-((9-(cyclopropylmethyl)-9H-purin-6-yl)oxy)phenyl)carbamothioyl)-1-naphthamide